6-methoxy-5-[4-(trifluoromethyl)phenyl]pyridine-3-carbonitrile COC1=C(C=C(C=N1)C#N)C1=CC=C(C=C1)C(F)(F)F